CC1=C(C=CC=C1)C(CC(C#N)C=N)=O 4-(2-methylphenyl)-2-(iminomethyl)-4-oxobutanenitrile